5-(4-((2-(oxetan-3-ylmethoxy)pyrimidin-5-yl)methoxy)phenyl)-2-oxo-6-(trifluoromethyl)-1,2-dihydropyridine-3-carbonitrile O1CC(C1)COC1=NC=C(C=N1)COC1=CC=C(C=C1)C=1C=C(C(NC1C(F)(F)F)=O)C#N